3,5-bistrifluoromethylphenylacetic acid FC(C=1C=C(C=C(C1)C(F)(F)F)CC(=O)O)(F)F